C(C)C1=C(C=C(C(=O)O)C=C1)S(NC1=C(C=CC(=C1)C(F)(F)F)N1CCCCC1)(=O)=O 4-Ethyl-3-(N-(2-(piperidin-1-yl)-5-(trifluoromethyl)phenyl)sulfamoyl)benzoic acid